2,3,4-TRICHLORO-5-NITROPHENYLBORONIC ACID ClC1=C(C=C(C(=C1Cl)Cl)[N+](=O)[O-])B(O)O